N-(3-(3-((2,6-Dioxopiperidin-3-yl)amino)-1-methyl-1H-pyrazol-5-yl)prop-2-yn-1-yl)-5-(8-(7-ethyl-1,3-dimethyl-2-oxo-1,2-dihydroquinolin-5-yl)isoquinolin-3-yl)picolinamide O=C1NC(CCC1NC1=NN(C(=C1)C#CCNC(C1=NC=C(C=C1)C=1N=CC2=C(C=CC=C2C1)C1=C2C=C(C(N(C2=CC(=C1)CC)C)=O)C)=O)C)=O